6-((3-methoxy-4-((6-methoxypyridin-3-yl)methoxy)phenyl)amino)-3-(pyrrolidin-1-yl)quinoxaline-5-carbonitrile COC=1C=C(C=CC1OCC=1C=NC(=CC1)OC)NC1=C(C=2N=C(C=NC2C=C1)N1CCCC1)C#N